N-(5-(((5-(tert-butyl)oxazol-2-yl)methyl)thio)thiazol-2-yl)-1'-((2-(2,4-dioxotetrahydropyrimidin-1(2H)-yl)-1,3-dioxoisoindolin-5-yl)methyl)-[1,4'-bipiperidine]-4-carboxamide C(C)(C)(C)C1=CN=C(O1)CSC1=CN=C(S1)NC(=O)C1CCN(CC1)C1CCN(CC1)CC=1C=C2C(N(C(C2=CC1)=O)N1C(NC(CC1)=O)=O)=O